4-bromo-7-fluoro-N,N-dimethyl-1-(tetrahydro-2H-pyran-2-yl)-1H-indazol-6-amine BrC1=C2C=NN(C2=C(C(=C1)N(C)C)F)C1OCCCC1